2,6-dichloro-N-[2-(2-fluorophenyl)ethyl]-4-(pyridin-3-yl)benzene-1-sulfonamide ClC1=C(C(=CC(=C1)C=1C=NC=CC1)Cl)S(=O)(=O)NCCC1=C(C=CC=C1)F